(2S)-2-amino-5-(2-amino-1H-imidazol-1-yl)-N-[(3R)-1-[4-(1-{3-cyano-9-ethyl-6,6-dimethyl-11-oxo-5H,6H,11H-benzo[b]carbazol-8-yl}piperidin-4-yl)butyl]pyrrolidin-3-yl]pentanamide N[C@H](C(=O)N[C@H]1CN(CC1)CCCCC1CCN(CC1)C=1C(=CC2=C(C(C=3NC4=CC(=CC=C4C3C2=O)C#N)(C)C)C1)CC)CCCN1C(=NC=C1)N